FC1(CCN(CC1)C1=CC=C(C(=O)NCC2=NC(=NO2)C=2N(C3=CC=CC(=C3C2)N[C@H]2[C@H](CN(CC2)C)F)CC(F)(F)F)C=C1)F 4-(4,4-difluoropiperidin-1-yl)-N-{[3-(4-{[(3S,4R)-3-fluoro-1-methylpiperidin-4-yl]amino}-1-(2,2,2-trifluoroethyl)-1H-indol-2-yl)-1,2,4-oxadiazol-5-yl]methyl}benzamide